(cis-3-(((tert-butyldiphenylsilyl)oxy)methyl)tetrahydro-1H-pyrrolizin-7a(5H)-yl)methanol [Si](C1=CC=CC=C1)(C1=CC=CC=C1)(C(C)(C)C)OC[C@@H]1CC[C@]2(CCCN12)CO